3-(6-amino-8-((6-(dimethylamino)benzo[d][1,3]dioxol-5-yl)thio)-9H-purin-9-yl)propane-1-sulfonamide NC1=C2N=C(N(C2=NC=N1)CCCS(=O)(=O)N)SC1=CC2=C(OCO2)C=C1N(C)C